C(CCCC\C=C/CCCCCCCCCCC)(=O)OCC(OC(CCCC\C=C/CCCCCCCCCCC)=O)COP(=O)(O)OCC(O)CO 1,2-dipetroseloylglycero-3-phospho-glycerol